(1r,4r)-N1-(4-(5-(cyclopropylmethyl)-1-methyl-1H-pyrazol-4-yl)pyrimidin-2-yl)-N4,N4-dimethylcyclohexane-1,4-diamine C1(CC1)CC1=C(C=NN1C)C1=NC(=NC=C1)NC1CCC(CC1)N(C)C